ClC1=NN=C2N1C1=CC=CC=C1C(=N2)N(C)C2=CC(=CC=C2)C2=NC=C(N=C2)C2CC2 chloro-N-(3-(5-cyclopropylpyrazin-2-yl)phenyl)-N-methyl-[1,2,4]triazolo[4,3-a]quinazolin-5-amine